BrC1=CC=CC(=N1)NC(=O)[C@H]1N(C[C@](C1)(C)F)C(=O)OC(C)(C)C (2S,4R)-tert-Butyl 2-((6-bromopyridin-2-yl)carbamoyl)-4-fluoro-4-methylpyrrolidine-1-carboxylate